C(C)(C)(C)OC(=O)N1[C@@H]2[C@@H]([C@@H](C[C@H]1CCC2)NC=2N=NC(=CC2)Cl)F.ClC2=NC(=C1N=C(N(C1=N2)CC)N2CCOCC2)N2CCOCC2 4,4'-(2-chloro-9-ethyl-9H-purine-6,8-diyl)dimorpholine tert-butyl-(1S,2R,3R,5R)-3-((6-chloropyridazin-3-yl)amino)-2-fluoro-9-azabicyclo[3.3.1]nonane-9-carboxylate